(E)-2-{[(1-hydroxy-2-methylpropane-2-yl)imino]methyl}-4-methylphenol OCC(C)(C)\N=C\C1=C(C=CC(=C1)C)O